C(C)(C)(C)NCC=C(CCCC(CCCC(CCCC(C)C)C)C)C 1-t-butylamino-3,7,11,15-tetramethyl-2-hexadecene